2-(ethylsulfonyl)-3-(5-(2,2,3,3,3-pentafluoropropoxy)pyridin-2-yl)-7-(pyrimidin-2-yl)pyrazolo[1,5-a]pyrimidine C(C)S(=O)(=O)C1=NN2C(N=CC=C2C2=NC=CC=N2)=C1C1=NC=C(C=C1)OCC(C(F)(F)F)(F)F